2-ethoxy-1-ethynyl alcohol C(C)OC#CO